tert-butyl 3-(3-cyano-4-(((dimethylamino)methylene)amino)phenyl)piperidine-1-carboxylate C(#N)C=1C=C(C=CC1N=CN(C)C)C1CN(CCC1)C(=O)OC(C)(C)C